NC=1C2=C(N=CN1)N(C=C2C#CC2=C(C=C(C=C2F)N2CCOCC2)OCC)[C@@H]2O[C@@H]([C@H]([C@H]2O)O)CNS(N)(=O)=O 4-[4-[2-[4-amino-7-[(2R,3R,4S,5R)-3,4-dihydroxy-5-[(sulfamoylamino)methyl]tetrahydrofuran-2-yl]pyrrolo[2,3-d]pyrimidin-5-yl]ethynyl]-3-ethoxy-5-fluoro-phenyl]morpholine